FC1=C(C=CC=C1)C1=CC(=CN1S(=O)(=O)C1=CC(=CC=C1)NS(=O)(=O)N1C[C@H](CC1)F)CN(C(OC(C)(C)C)=O)C tert-butyl N-{[5-(2-fluorophenyl)-1-[3-({[(3S)-3-fluoropyrrolidin-1-yl] sulfonyl} amino) benzenesulfonyl]-1H-pyrrol-3-yl] methyl}-N-methylcarbamate